O=C(/C=C/C1(CC1)N1C=C(C2=CC=CC=C12)C(=O)OC)C Methyl (E)-1-(1-(3-oxobut-1-en-1-yl)cyclopropyl)-1H-indole-3-carboxylate